ClS1C[C@@H](CN2C(N=C(C3=CC(=CC1=C23)C(F)(F)F)N2CCN(CC2)C(=O)OC(C)(C)C)=O)C2=NC=CC=C2 tert-butyl (S)-4-(l-1-chloro-6-oxo-3-(pyridin-2-yl)-10-(trifluoromethyl)-3,4-dihydro-2H,6H-[1,4]thiazepino[2,3,4-ij]quinazolin-8-yl)piperazine-1-carboxylate